CN1CCN(CC1)C1=CC=C(C=C1)C1=NNC2=CN=C(C=C21)C2=C(C=C(C=C2F)F)F 3-(4-(4-methylpiperazin-1-yl)phenyl)-5-(2,4,6-trifluorophenyl)-1H-pyrazolo[3,4-c]pyridine